C(C)N1CC(C(C1)(C)C)NC(C1=CC(=CC=C1)N1C=NC=C1)=O N-(1-ethyl-4,4-dimethylpyrrolidin-3-yl)-3-(1H-imidazol-1-yl)benzamide